4-(2-methyl-4-(6-(trifluoromethyl)quinazolin-2-yl)phenyl)-3,4-dihydropyrido[2,3-f][1,4]oxazepin-5(2H)-one CC1=C(C=CC(=C1)C1=NC2=CC=C(C=C2C=N1)C(F)(F)F)N1CCOC2=C(C1=O)N=CC=C2